silicon (i) (4-((1-cyclopropyl-3-hydroxy-1H-pyrazol-4-yl)oxy)pyridin-2-yl)carbamic acid tert-butyl ester C(C)(C)(C)OC(NC1=NC=CC(=C1)OC=1C(=NN(C1)C1CC1)O)=O.[Si+]